4-(diethylphosphino)benzoic acid C(C)P(C1=CC=C(C(=O)O)C=C1)CC